C(#N)C=1C=C(C=CC1)C=1N=C(SC1C=1C=C2C(=NC=NC2=CC1)C)NC(=O)N1CCC2(COCCN2C(=O)OC(C)(C)C)CC1 tert-butyl 9-[[4-(3-cyanophenyl)-5-(4-methylquinazolin-6-yl) thiazol-2-yl] carbamoyl]-4-oxa-1,9-diazaspiro[5.5]undecane-1-carboxylate